4-((2-benzoyl-4-chlorophenyl)amino)-5-phenyl-N-(quinolin-8-yl)pentanamide C(C1=CC=CC=C1)(=O)C1=C(C=CC(=C1)Cl)NC(CCC(=O)NC=1C=CC=C2C=CC=NC12)CC1=CC=CC=C1